ClC1=C2C(=NC=C1)NC(=C2C2=CC=C1CCCN(C1=C2)C(=O)OC(C)(C)C)[Si](C)(C)C Tert-butyl 7-(4-chloro-2-(trimethylsilyl)-1H-pyrrolo[2,3-b]pyridin-3-yl)-3,4-dihydroquinoline-1(2H)-carboxylate